Cl[C@H]([C@@H](C1=CC=C(C=C1)[N+](=O)[O-])Cl)S(=O)C1=CC=C(C=C1)C 1-(((1R,2R)-1,2-dichloro-2-(4-nitrophenyl)ethyl)sulfinyl)-4-methylbenzene